NCCNS(=O)(=O)C=1C=CC=C2C=CC=NC12 N-(2'-aminoethyl)quinoline-8-sulfonamide